3-[(5-difluoromethoxy-1-methyl-3-trifluoromethylpyrazole-4-yl)methylsulfinyl]-4,5-dihydro-5,5-dimethylisoxazole FC(OC1=C(C(=NN1C)C(F)(F)F)CS(=O)C1=NOC(C1)(C)C)F